2-Cyclopropyl-3-(ethylsulfanyl)-N-(1-methyl-1H-tetrazol-5-yl)-4-(trifluoromethyl)benzamid C1(CC1)C1=C(C(=O)NC2=NN=NN2C)C=CC(=C1SCC)C(F)(F)F